C=1N=CN2C1C(=NC=C2)N2CCC1(CN(C(N1CC1=CC=C(C=C1)OC)=O)CC(=O)NC1=CC=C(C=C1)C(F)(F)F)CC2 2-(8-(Imidazo[1,5-a]pyrazin-8-yl)-1-(4-methoxybenzyl)-2-oxo-1,3,8-triazaspiro[4.5]decan-3-yl)-N-(4-(trifluoromethyl)phenyl)acetamide